C(N)(=N)C=1C=C(SC1)[C@@H](C)NC(=O)[C@H]1N(C[C@H](C1)C=1SC=CN1)C(CNC(=O)C=1C=CC=2C(C3=CC=CC=C3C2C1)(F)F)=O (2S,4S)-N-((R)-1-(4-carbamimidoylthiophen-2-yl)ethyl)-1-((9,9-difluoro-9H-fluorene-3-carbonyl)glycyl)-4-(thiazol-2-yl)pyrrolidine-2-carboxamide